7-[dimethyl(oxo)-λ5-phosphoranyl]-3-(2-{[(1S,3S)-3-[(2,2,5-trimethyl-4-oxo-5-aza-3-oxanon-9-yl)amino]cyclopentyl]amino}-5-(trifluoromethyl)pyrimidin-4-yl)-1H-indole-6-carboxylic acid CP(C=1C(=CC=C2C(=CNC12)C1=NC(=NC=C1C(F)(F)F)N[C@@H]1C[C@H](CC1)NCCCCN(C(OC(C)(C)C)=O)C)C(=O)O)(=O)C